7-(3-(1-cyclopropyl-1H-pyrazol-4-yl)-7,8-dihydro-1,6-naphthyridin-6(5H)-yl)-2,8-dimethyl-4H-pyrimido[1,2-b]pyridazin-4-one C1(CC1)N1N=CC(=C1)C=1C=NC=2CCN(CC2C1)C=1C(=CC=2N(N1)C(C=C(N2)C)=O)C